(cis)-3-{[2-amino-4-bromo-6-(difluoromethoxy)phenyl]amino}-1-methylcyclobutan-1-ol NC1=C(C(=CC(=C1)Br)OC(F)F)NC1CC(C1)(O)C